NC1=C(C=C(C=N1)NC(C(N1[C@H](CC[C@@H](C1)C)C1=CC2=CN(N=C2C=C1)C1CC(N(C(C1)(C)C)C)(C)C)=O)=O)CC |r| N-(6-amino-5-ethyl-3-pyridyl)-2-oxo-2-[Rac-(2R,5S)-5-methyl-2-[2-(1,2,2,6,6-Pentamethyl-4-piperidyl)Indazol-5-Yl]-1-piperidyl]acetamide